C(CC)(=S)OCCCCCCCC octyl thiopropionate